COC1=CC=C(C=C1)C=1C=C2C(=NC1)NC(N2)=O 6-(4-Methoxyphenyl)-2-oxo-3H-imidazo[4,5-b]pyridin